C(C)(C)(C)NC=1N(C(C=CC1C(=O)OC)=C=O)C Methyl 2-(tert-butylamino)-1-methyl-6-carbonyl-1,6-dihydropyridine-3-carboxylate